C([O-])([O-])=O.[NH4+].[NH4+] ammonium carbonate salt